CC=1C=C(C=C(C1)C)S(=O)(=O)NC=1C(=C(C(=CC1)F)C=1C=C2C=NC(=NC2=CC1)NC(C(C)(C)C)=O)F N-(6-(3-((3,5-dimethylphenyl)sulfonamido)-2,6-difluorophenyl)quinazolin-2-yl)pivaloamide